5-(5-((5-fluoro-2-methyl-3-oxo-3,4-dihydroquinoxalin-6-yl)methyl)-5,6-dihydro-4H-thieno[2,3-c]pyrrol-2-yl)-N-methylpyridine-2-carboxamide FC1=C2NC(C(=NC2=CC=C1CN1CC2=C(C1)C=C(S2)C=2C=CC(=NC2)C(=O)NC)C)=O